N'-hydroxymethyl-urea OCNC(N)=O